CC1=NC=CC(=C1)C1CCC(CC1)N 4-(2-methylpyridin-4-yl)cyclohexylamine